N1=CC(=CC=C1)C=1C=C(C=C(C1)C=1C=NC=CC1)C1=CC=C(C=C1)C1=CC(=CC(=C1)C=1C=NC=CC1)C=1C=NC=CC1 1,4-bis(3,5-bis(3-pyridyl)phenyl)benzene